(S,Z)-N'-((4-chlorophenyl)sulfonyl)-3-(4-fluorophenyl)-N-methyl-4-phenyl-N-(2-sulfamoylethyl)-4,5-dihydro-1H-pyrazole-1-carboximidamide ClC1=CC=C(C=C1)S(=O)(=O)\N=C(\N(CCS(N)(=O)=O)C)/N1N=C([C@H](C1)C1=CC=CC=C1)C1=CC=C(C=C1)F